FC1=CC=C(C=C1)C1=CC(=NC2=CC=C(C=C12)CCCCCC)N(CC(=O)O)C 2-{[4-(4-fluorophenyl)-6-hexylquinolin-2-yl](methyl)amino}acetic acid